N-[2-(2-aminoethoxy)ethyl]-2-ethyl-4-[[3-[5-methyl-3-(trifluoromethyl)-1H-pyrazol-4-yl]imidazo[1,2-a]pyrazin-8-yl]amino]benzamide NCCOCCNC(C1=C(C=C(C=C1)NC=1C=2N(C=CN1)C(=CN2)C=2C(=NNC2C)C(F)(F)F)CC)=O